N-{(8-hydroxy-5-nitroquinolin-7-yl)[6-(trifluoromethyl)pyridin-3-yl]methyl}pentanamide OC=1C(=CC(=C2C=CC=NC12)[N+](=O)[O-])C(NC(CCCC)=O)C=1C=NC(=CC1)C(F)(F)F